(Z)-1-(2-fluoro-4-(5-(4-(trifluoromethoxy)phenyl)-1,3,4-oxadiazol-2-yl)phenyl)-3-(3-(5-methyl-2-propylphenyl)-4-oxothiazolidin-2-ylidene)urea FC1=C(C=CC(=C1)C=1OC(=NN1)C1=CC=C(C=C1)OC(F)(F)F)NC(=O)\N=C\1/SCC(N1C1=C(C=CC(=C1)C)CCC)=O